O=C1NC(CCC1N1C(C2=CC=C(C=C2C1)CN1CCN(CC1)C1CCN(CC1)C1=NC(=C(C(=O)N)C=C1)C1=CC=C(C=C1)OC1=CC=CC=C1)=O)=O 6-(4-(4-((2-(2,6-dioxopiperidin-3-yl)-1-oxoisoindoline-5-yl)methyl)piperazin-1-yl)piperidin-1-yl)-2-(4-phenoxyphenyl)nicotinamide